(E)-1-(2-(aminomethyl)-3-fluoroallyl)-5-ethyl-4,5-dihydropyrrolo[3,4-c]pyrazol-6(1H)-one NC/C(/CN1N=CC2=C1C(N(C2)CC)=O)=C\F